dimethyl-(cyclohexyl)(methyl)methylene(cyclopentadienyl)(2,7-di-tert-butylfluorenyl)hafnium C[Hf](C1=C(C=CC=2C3=CC=C(C=C3CC12)C(C)(C)C)C(C)(C)C)(C1C=CC=C1)(=C(C)C1CCCCC1)C